2-chloro-N-[(2S)-1-oxo-1-[[(3S)-pyrrolidin-3-yl]amino]propan-2-yl]-4-[[3-[3-(trifluoromethyl)-1H-pyrazol-4-yl]imidazo[1,2-a]pyrazin-8-yl]amino]benzamide ClC1=C(C(=O)N[C@H](C(N[C@@H]2CNCC2)=O)C)C=CC(=C1)NC=1C=2N(C=CN1)C(=CN2)C=2C(=NNC2)C(F)(F)F